ClC=1C=C(C=CC1OC)C12CCC(CC1)(CC2)C=O 4-(3-Chloro-4-methoxyphenyl)bicyclo[2.2.2]octane-1-carbaldehyde